17-heptyl-7-(4-hydroxybutyl)-15,15-dimethyl-14,16,18-trioxa-7-aza-15-silahexacosyl 2-hexyldecanoate C(CCCCC)C(C(=O)OCCCCCCN(CCCCCCO[Si](OC(OCCCCCCCC)CCCCCCC)(C)C)CCCCO)CCCCCCCC